1-(4-chlorobenzyl)-3-(1,3-dithiolan-2-yl)-4-oxo-4H-pyrido[1,2-a]pyrimidinium ClC1=CC=C(C[N+]2=C3N(C(C(=C2)C2SCCS2)=O)C=CC=C3)C=C1